1,4-bis(trifluoromethyl)terephthalic acid FC(C1(C(=O)O)C=CC(C(=O)O)(C=C1)C(F)(F)F)(F)F